ClCC(=C(F)F)F 3-chloro-1,1,2-trifluoropropene